ClC=1C=C(CO[C@@H]2C[C@H](C2)C(=O)NCC2=C(C(=C(C=C2)C(F)(F)F)C=2NC(C(=C(N2)C)F)=O)F)C=C(C1)F trans-3-[(3-chloro-5-fluorobenzyl)oxy]-N-[2-fluoro-3-(5-fluoro-4-methyl-6-oxo-1,6-dihydropyrimidin-2-yl)-4-(trifluoromethyl)benzyl]cyclobutane-1-carboxamide